FC1([C@H]2C/C(/[C@H]([C@@H](C1)N2)OC)=C/C=2N=CC(=NC2)C=2C=C1C=CN=CC1=CC2O)F 6-(5-((Z)-((1R,2R,5R)-6,6-difluoro-2-methoxy-8-azabicyclo[3.2.1]octan-3-ylidene)methyl)pyrazin-2-yl)isoquinolin-7-ol